[OH-].C(C)[N+](CCC)(CCC)CCC ethyl-tri-n-propyl-ammonium hydroxide